C(C)C(C(=O)OCC)(CCC(=O)OCC1=CC=CC=C1)C=1N=C(SC1)NC1=CC=C(C=C1)SC O5-benzyl O1-ethyl 2-ethyl-2-[2-(4-methylsulfanylanilino)thiazol-4-yl]pentanedioate